1-(4,6-bis((3-(trifluoromethyl)phenyl)amino)-1,3,5-triazin-2-yl)-3-(trifluoromethyl)pyrrolidin-3-ol FC(C=1C=C(C=CC1)NC1=NC(=NC(=N1)NC1=CC(=CC=C1)C(F)(F)F)N1CC(CC1)(O)C(F)(F)F)(F)F